CC1=C(C(=CC=C1)C)NC1=CC=CC=2SC3=C(C21)C=CC=C3 N-(2,6-dimethylphenyl)dibenzo[b,d]thiophen-1-amine